ClC1=C2C(NN=C(C2=CC(=C1)C=1C=NN(C1C1=C(C2=C(S1)C=CC=C2)C#N)C)CNC(OC(C)(C)C)=O)=O tert-butyl ((5-chloro-7-(5-(3-cyanobenzo[b]thiophen-2-yl)-1-methyl-1H-pyrazol-4-yl)-4-oxo-3,4-dihydrophthalazin-1-yl)methyl)carbamate